4-t-butylcyclohexanone C(C)(C)(C)C1CCC(CC1)=O